C(C=C)NC(C1=C(C(=C(C(=C1)CC1=C(C(=NC=C1)N)F)F)F)NC1=C(C=C(C=C1)I)F)=O N-allyl-5-((2-amino-3-fluoropyridin-4-yl)methyl)-3,4-difluoro-2-((2-fluoro-4-iodophenyl)amino)benzamide